COC1=CC=C(C[N+]2=CC3=C(C=C2)N=CN3)C=C1 5-(4-methoxybenzyl)-3H-imidazo[4,5-c]pyridin-5-ium